C1(CC1)C1=NC=NC(=C1C1=NC=C2C(=N1)N(C(N(C2=O)C)=O)CC2=CC=C(C=C2)C=2N(C=C(N2)C(F)(F)F)C(C)C)OC 7-(4-cyclopropyl-6-methoxypyrimidin-5-yl)-1-({4-[1-isopropyl-4-(trifluoromethyl)imidazol-2-yl]phenyl}methyl)-3-methylpyrimido[4,5-d][1,3]diazine-2,4-dione